4-nitroaniline-2-Sulphonic acid [N+](=O)([O-])C=1C=C(C(N)=CC1)S(=O)(=O)O